C(C1=CC=CC=C1)OCC=1N(C=C(N1)I)C12CC(C1)(C2)N2CCC(CC2)(F)F 1-(3-(2-((benzyloxy)methyl)-4-iodo-1H-imidazol-1-yl)bicyclo[1.1.1]pentan-1-yl)-4,4-difluoropiperidine